BrCCCCCCO[Si](OC(OCCCCCCCC)CCCCCC)(C)C 1-bromo-10-hexyl-8,8-dimethyl-7,9,11-trioxa-8-silanonadecane